n-Heneicosanoic acid CCCCCCCCCCCCCCCCCCCCC(=O)O